4-(7-chloro-6-fluoro-2,4-dioxo-3,4-dihydropyrido[2,3-D]pyrimidin-1(2H)-yl)-3,5-dimethylbenzonitrile ClC=1C(=CC2=C(N(C(NC2=O)=O)C2=C(C=C(C#N)C=C2C)C)N1)F